CNS(=O)(=O)C[C@@H]1CC[C@H](CC1)N(C=1C2=C(N=CN1)NC=C2)C N-methyl-1-(trans-4-(methyl-(7H-pyrrolo[2,3-d]pyrimidin-4-yl)amino)cyclohexyl)methanesulfonamide